COC(=O)[C@@H]1CC[C@H]2N1C([C@H](CNCC2)NC(=O)OC(C)(C)C)=O (5S,8S,10aR)-5-((tert-Butoxycarbonyl)amino)-6-oxo-decahydropyrrolo[1,2-a][1,5]Diazocine-8-carboxylic acid methyl ester